ClC=1C=C(C(=O)N2CC=3C(=NN4C3C(N(CC4)[C@H](C)C4=CC=C(C=C4)O)=O)C[C@H]2C)C=CC1Cl (3R)-2-(3,4-Dichlorobenzoyl)-9-[(1R)-1-(4-hydroxyphenyl)ethyl]-3-methyl-1,2,3,4,8,9-hexa-hydropyrido[4',3':3,4]pyrazolo[1,5-a]pyrazin-10(7H)-one